ClC1=C(C=C(/C(=N\O)/N)C=C1)F (E)-4-chloro-3-fluoro-N'-hydroxybenzamidine